F[P-](F)(F)(F)(F)F.CN(C)C(N1N=[N+](C=2C1=NC=CC2)[O-])=[N+](C)C 3-((dimethylamino)(dimethyliminio)methyl)-3H-[1,2,3]triazolo[4,5-b]pyridine 1-oxide hexafluorophosphate